tri(3-hydroxypropyl)amine OCCCN(CCCO)CCCO